(S)-5-(2-(2,5-difluorophenyl)pyrrolidine-1-yl)-3-nitropyrazolo[1,5-a]pyrimidine FC1=C(C=C(C=C1)F)[C@H]1N(CCC1)C1=NC=2N(C=C1)N=CC2[N+](=O)[O-]